4,5-dibromo-2-cyclohexyl-1-methyl-1H-imidazole BrC=1N=C(N(C1Br)C)C1CCCCC1